FC(OC1=C(C=CC=C1)C1=NN2C(NC=3C=CC=CC3C2=N1)=O)(F)F 2-[2-(trifluoromethoxy)phenyl][1,2,4]triazolo[1,5-c]quinazolin-5(6H)-one